2-[4-(bromomethyl)phenyl]-5-(trifluoromethyl)pyridine BrCC1=CC=C(C=C1)C1=NC=C(C=C1)C(F)(F)F